BrC1=CC=C(C=N1)C=1C=NC(=CC1NC1=NC(=NC(=C1)C)C(C)(F)F)NC(C)=O N-(6'-bromo-4-((2-(1,1-difluoroethyl)-6-methylpyrimidin-4-yl)amino)-[3,3'-bipyridin]-6-yl)acetamide